ClC=1C=C(OCC(CO)F)C=CC1C=1N(C2=NC=NC(=C2N1)OC1(CC1)C)CC1=NC=CC(=C1)C 3-(3-chloro-4-(6-(1-methylcyclopropoxy)-9-((4-methylpyridin-2-yl)methyl)-9H-purin-8-yl)phenoxy)-2-fluoropropan-1-ol